N[C@@H]1CN(C[C@H]1O)C(=O)OC(C)(C)C tert-butyl trans-3-amino-4-hydroxy-1-pyrrolidinecarboxylate